N-(11-eicosenoyl)taurine C(CCCCCCCCCC=CCCCCCCCC)(=O)NCCS(=O)(=O)O